NC1=NC=CC=C1C1=NC=2C(=NC(=CC2)C=2C=C(C=CC2)NC(C)=O)N1C1=CC=C(C=C1)CN1CCN(CC1)C1=NC(=CN=C1)C#N N-(3-(2-(2-aminopyridin-3-yl)-3-(4-((4-(6-cyanopyrazin-2-yl)piperazin-1-yl)methyl)phenyl)-3H-imidazo[4,5-b]pyridin-5-yl)phenyl)acetamide